2-(4-cyclopropyl-6-(difluoromethoxy)pyrimidin-5-yl)-4-(4-(1-isopropyl-4-(trifluoromethyl)-1H-imidazol-2-yl)benzyl)-6,7-dihydro-[1,2,4]triazolo[1,5-a]pyrimidin-5(4H)-one C1(CC1)C1=NC=NC(=C1C1=NN2C(N(C(CC2)=O)CC2=CC=C(C=C2)C=2N(C=C(N2)C(F)(F)F)C(C)C)=N1)OC(F)F